N-methyl-4-(piperidin-4-yl)-1H-indole-2-carboxamide CNC(=O)C=1NC2=CC=CC(=C2C1)C1CCNCC1